ClC=1C(=C2C(=NC1C)CN(C2)C(=O)[C@H]2CN(CC2)C=2C=NC(=NC2)C2COC2)C (3-Chloro-2,4-dimethyl-5,7-dihydropyrrolo[3,4-b]pyridin-6-yl)-[(3R)-1-[2-(oxetan-3-yl)pyrimidin-5-yl]pyrrolidin-3-yl]methanon